[C@H](C)(CC)OC1=CC=2N(C=C1C(=O)NC=1C(N(C=CC1)C1CC1)=O)C=C(N2)C21COC(C2)(C1)CF (S)-7-(sec-butoxy)-N-(1-cyclopropyl-2-oxo-1,2-dihydropyridin-3-yl)-2-(1-(fluoromethyl)-2-oxabicyclo[2.1.1]hexan-4-yl)imidazo[1,2-a]pyridine-6-carboxamide